4-HYDROPEROXY-2-NONENAL O(O)C(C=CC=O)CCCCC